O=C1N(CCCC1)C(=O)OC(C)(C)C 2-methylpropan-2-yl 2-oxohexahydropyridine-1-carboxylate